dimethyl-(piperazinedipropionamide) CC1C(N(CCN1)CCC(=O)N)(CCC(=O)N)C